CN(C1=CC=C(C=C1)C1=CC=C(C=N1)C(=O)NCC=1C(=NC=CC1)C)C(CC)=O 6-[4-[methyl(propanoyl)amino]phenyl]-N-[(2-methyl-3-pyridyl)methyl]pyridine-3-carboxamide